N6-[(2R)-2-amino-2-phenyl-ethyl]-N4-[(1S)-1-cyclopropylethyl]-1-methyl-pyrazolo[3,4-d]pyrimidine-4,6-diamine N[C@@H](CNC1=NC(=C2C(=N1)N(N=C2)C)N[C@@H](C)C2CC2)C2=CC=CC=C2